COC1=CC=C(C=C1)N1C(CN(CC1)C(=O)C1=CC=CC2=CC=CC=C12)C (4-(4-methoxyphenyl)-3-methylpiperazin-1-yl)(naphthalen-1-yl)methanone